5,6,7,8-tetramethyl-1,4-dihydro-1,4-epoxynaphthalene CC1=C2C3C=CC(C2=C(C(=C1C)C)C)O3